CN1N=C2N=CC(=CC2=C1)C1=CC(=C2C(=N1)SC(=C2)[C@H](C)O)C2=CC=NN2C (S)-1-(6-(2-methyl-2H-pyrazolo[3,4-b]pyridin-5-yl)-4-(1-methyl-1H-pyrazol-5-yl)thieno[2,3-b]pyridin-2-yl)ethanol